(S)-N-(cyclopropylmethyl)-1-{2-[1-(4-fluorophenyl)ethylamino]-6-(pyrazin-2-ylamino)pyrimidin-4-yl}azetidin-3-carboxamide C1(CC1)CNC(=O)C1CN(C1)C1=NC(=NC(=C1)NC1=NC=CN=C1)N[C@@H](C)C1=CC=C(C=C1)F